palladium(II) triphenylphosphine dichloride [Cl-].[Cl-].C1(=CC=CC=C1)P(C1=CC=CC=C1)C1=CC=CC=C1.[Pd+2]